COC(CC(=O)N(CC=1C=NC(=CC1Cl)Cl)CC1=CC=CC=C1)=O 3-[benzyl-[(4,6-dichloro-3-pyridinyl)methyl]amino]-3-oxo-propionic acid methyl ester